BrC1=C(C(=O)O)C(=C(C(=C1C)C(=O)O)F)C 2-bromo-5-fluoro-3,6-dimethyl-terephthalic acid